CC(C)(C)[S@@](=O)N[C@H](C)C1CCC(CC1)NC(OC(C)(C)C)=O tert-butyl {(1R,4r)-4-[(1R)-1-{[(R)-2-methylpropane-2-sulfinyl]amino}ethyl]cyclohexyl}carbamate